FC1=C2CN(C(C2=CC=C1)C)C(=O)C=1C=C2CN(C(C2=CC1)=O)C1CNCCC1 3-(5-(4-fluoro-1-methylisoindoline-2-carbonyl)-1-oxoisoindolin-2-yl)piperidine